C1(CC1)CNC1=NC=CC(=C1)C1OC=CN1C=1C(=NN(C1)C1CCN(CC1)CC1=C2CN(C(C2=CC=C1)=O)C1C(NC(CC1)=O)=O)C(F)F 2-(2-((Cyclopropylmethyl)amino)pyridin-4-yl)-N-(3-(difluoromethyl)-1-(1-((2-(2,6-Dioxopiperidin-3-yl)-1-oxoisoindoline-4-yl)methyl)piperidin-4-yl)-1H-pyrazol-4-yl)oxazole